tert-butyl-(4-(4-benzyl-3,5-dioxo-1,2,4-thiadiazolidin-2-yl)butyl)-L-proline C(C)(C)(C)[C@@]1(N(CCC1)CCCCN1SC(N(C1=O)CC1=CC=CC=C1)=O)C(=O)O